C(C)(C)C1=NN=C(S1)NC(=O)C1=NN2C(C(N(CC2)CC=2C(=NC=CC2)C)=O)=C1C1CC1 3-Cyclopropyl-5-(2-methylpyridin-3-ylmethyl)-4-oxo-4,5,6,7-tetrahydropyrazolo[1,5-a]pyrazine-2-carboxylic acid (5-isopropyl-[1,3,4]thiadiazol-2-yl) amide